N1(CCCC1)C=1C=C2C=CC=C(C2=CC1)O 6-(pyrrolidin-1-yl)-1-naphthol